azetidine-3-carboxylic acid methyl ester COC(=O)C1CNC1